CC=1C=C(C(=O)NCC=2C=NC=CC2)C=CC1C=1C=C2C=CN(C2=CC1)C(CC)=O 3-methyl-4-(1-propionylindol-5-yl)-N-(pyridin-3-ylmethyl)benzamide